Pyrido[3,2-e]Pyrazine-8-carboxylic acid tert-butyl ester C(C)(C)(C)OC(=O)C1=CC=NC2=C1N=CC=N2